C(CCCC)(=O)OCI iodomethyl valerate